NC(C(=O)N1C[C@H](N(CC1)C(NC1=NC(N(C=C1)C1=CC=C(C=C1)CN1CCC(CC1)N)=O)=O)C(=O)O)(C)C (S)-4-(2-Amino-2-methylpropanoyl)-1-((1-(4-((4-aminopiperidin-1-yl)methyl)phenyl)-2-oxo-1,2-dihydropyrimidin-4-yl)carbamoyl)piperazine-2-carboxylic acid